C(=O)(OCC1C2=CC=CC=C2C2=CC=CC=C12)N[C@@H](CCCCN)CC(=O)O Fmoc-β-homolysine